tert-butyl 4-(1-(3-(2,6-bis(benzyloxy)pyridin-3-yl)-1-methyl-1H-indazol-7-yl)azetidin-3-yl)piperazine-1-carboxylate C(C1=CC=CC=C1)OC1=NC(=CC=C1C1=NN(C2=C(C=CC=C12)N1CC(C1)N1CCN(CC1)C(=O)OC(C)(C)C)C)OCC1=CC=CC=C1